C(CCCCCC)N(C(CC(CC(CC(CC(=O)N(C)CCCCCCC)=O)(C)C)=O)=O)C N,N'-diheptyl-N,N',5,5-tetramethyl-3,7-dioxononanediamide